FC=1C(=NC(=NC1)C1=CCC(CC1)CC=1N(C2=C(N1)SC(=C2)C(=O)OC)CCOC)O Methyl 2-((4-(5-fluoro-4-hydroxypyrimidin-2-yl)cyclohex-3-en-1-yl)methyl)-1-(2-methoxyethyl)-1H-thieno[2,3-d]imidazole-5-carboxylate